(1-ethyl-4-(fluoromethylene)-3-methylpiperidin-3-yl)methanol C(C)N1CC(C(CC1)=CF)(C)CO